N[C@H]1CS(C2=C(N(C1=O)CC1=CC=C(C=C1)Cl)C=C(C(=C2)F)C=2N=NC=C(N2)C(C)(C)C)(=O)=O (3R)-3-amino-7-(5-tert-butyl-1,2,4-triazin-3-yl)-5-[(4-chlorophenyl)methyl]-8-fluoro-1,1-dioxo-2,3-dihydro-1λ6,5-benzothiazepine-4-One